C(\C=C\CCC)OC(CCC#N)OC\C=C\CCC 4,4-bis(((E)-hex-2-en-1-yl)oxy)butyronitrile